(R)-5-(2-(6-((1-benzylpiperidin-3-yl)(methyl)amino)pyridin-3-ylamino)-5-methylpyrimidin-4-ylamino)benzo[d]oxazol-2(3H)-one C(C1=CC=CC=C1)N1C[C@@H](CCC1)N(C1=CC=C(C=N1)NC1=NC=C(C(=N1)NC=1C=CC2=C(NC(O2)=O)C1)C)C